22-azido-cholanic acid N(=[N+]=[N-])C(CC(=O)O)[C@@H](C)[C@H]1CC[C@H]2[C@@H]3CCC4CCCC[C@]4(C)[C@H]3CC[C@]12C